C1(CC1)C1=NNC(=N1)C1CC2(CN(C2)C(=O)N2CC(C2)C23CC(C2)(C3)CN3N=CC(=C3)C(F)(F)F)C1 [6-(3-cyclopropyl-1H-1,2,4-triazol-5-yl)-2-azaspiro[3.3]heptan-2-yl]-[3-[3-[[4-(trifluoromethyl)pyrazol-1-yl]methyl]-1-bicyclo[1.1.1]pentanyl]azetidin-1-yl]methanone